3-(6-methyl-5-(piperidin-4-ylamino)pyrazin-2-yl)-1H-indole-7-carbonitrile 2,2,2-trifluoroacetate FC(C(=O)O)(F)F.CC1=C(N=CC(=N1)C1=CNC2=C(C=CC=C12)C#N)NC1CCNCC1